secondary butanol C(C)(CC)O